N-[(3-Fluorophenyl)-methyl]-4-methyl-6-morpholin-4-yl-2-(propylsulfanyl)-pyridine-3-carboxylic acid amide FC=1C=C(C=CC1)CNC(=O)C=1C(=NC(=CC1C)N1CCOCC1)SCCC